N-ethyl-5-fluoro-2-((5-(2-((3x-s,5r)-5-hydroxy-6-((2-methoxyethyl)(methyl)amino)-2-methylhex-3-yl)-2,6-diazaspiro[3.4]oct-6-yl)-1,2,4-triazin-6-yl)oxy)-N-isopropylbenzamide fumarate C(\C=C\C(=O)O)(=O)O.C(C)N(C(C1=C(C=CC(=C1)F)OC1=C(N=CN=N1)N1CC2(CN(C2)C(C(C)C)C[C@H](CN(C)CCOC)O)CC1)=O)C(C)C